N'-[[2-chloro-4-(trifluoromethyl)phenyl]methyl]-N'-methyl-oxamide ClC1=C(C=CC(=C1)C(F)(F)F)CN(C(C(N)=O)=O)C